6-methyl-4[1H]pyrimidinone CC1=CC(N=CN1)=O